CS(=O)(=O)NC=1SC=C(N1)C(=O)NCC=1N(C=CC1)C 2-(methylsulfonamido)-N-((1-methyl-1H-pyrrol-2-yl)methyl)thiazole-4-carboxamide